OC[C@@H](O)[C@@H](O)[C@H](O)[C@H](O)CO D-(-)-Mannitol